2-((2-fluoro-4-(trifluoromethyl)phenyl)carbamoyl)-4-(methoxymethyl)-6-(4-(methylamino)phenyl)cyclohexane-1-carboxylic acid FC1=C(C=CC(=C1)C(F)(F)F)NC(=O)C1C(C(CC(C1)COC)C1=CC=C(C=C1)NC)C(=O)O